1-(3-(7-amino-1-(3-chloro-4-(pyridin-2-ylmethoxy)phenyl)-1H-pyrazolo[4,3-d]pyrimidin-3-yl)piperidin-1-yl)prop-2-en-1-one NC=1C2=C(N=CN1)C(=NN2C2=CC(=C(C=C2)OCC2=NC=CC=C2)Cl)C2CN(CCC2)C(C=C)=O